O=C1NC(CCC1N1C(C2=CC=C(C=C2C1=O)NCCCCC(N1C2CC(CC1CC2)N2N=CC(=C2)C2=NC1=CC=CC=C1N=C2)=O)=O)=O 2-(2,6-Dioxopiperidin-3-yl)-5-((5-oxo-5-(3-(4-(quinoxalin-2-yl)-1H-pyrazol-1-yl)-8-azabicyclo[3.2.1]octan-8-yl)pentyl)amino)isoindoline-1,3-dione